trityl-fluorosilane C(C1=CC=CC=C1)(C1=CC=CC=C1)(C1=CC=CC=C1)[SiH2]F